2-((1-(Cyclopropylsulfonyl)piperidin-4-yl)amino)-4-(1-(2-hydroxy-2-methylpropyl)-1H-pyrazol-4-yl)pyrimidine-5-carbonitrile C1(CC1)S(=O)(=O)N1CCC(CC1)NC1=NC=C(C(=N1)C=1C=NN(C1)CC(C)(C)O)C#N